NC1=C2N(C(N(C2=NC=N1)C1CCN(CC1)C1CCN(CC1)C(=O)OC(C)(C)C)=O)C1=CC=C(C=C1)Br Tert-butyl 4-(6-amino-7-(4-bromophenyl)-8-oxo-7,8-dihydro-9H-purin-9-yl)-[1,4'-bipiperidine]-1'-carboxylate